3,6-diethyl-2H-pyran-2-one C(C)C=1C(OC(=CC1)CC)=O